N1(CCC1)C1=CC=2N(C(C(=C(N2)C(F)(F)F)C=2C=NN(C2)CC(C(F)(F)F)(F)F)=O)C=C1 8-(1-azetidinyl)-3-(1-(2,2,3,3,3-pentafluoropropyl)-1H-pyrazol-4-yl)-2-(trifluoromethyl)-4H-pyrido[1,2-a]pyrimidin-4-one